(E)-10-(4-Chlorobenzylidene)-3,3-dimethyl-2,3,4a,9,9a,10-hexahydro-1H-indeno[1,2-c]pyrazolo[1,2-a]pyrazol-1-one ClC1=CC=C(\C=C\2/C3C(N4N2C(CC4(C)C)=O)C=4C=CC=CC4C3)C=C1